CC=1C(=C2C=NNC2=CC1)C=1C(=C(N=C2[C@H]3CC[C@@H](C12)C3)N3CC1(CN(C1)C(C=C)=O)CC3)C#N (M)-(1S,8R)-6-(5-methyl-1H-indazol-4-yl)-4-(2-(2-propenoyl)-2,6-diazaspiro[3.4]octan-6-yl)-3-azatricyclo[6.2.1.02,7]undeca-2,4,6-triene-5-carbonitrile